(Z)-5-(furan-3-ylmethylene)thiazolidine-2,4-dione O1C=C(C=C1)\C=C/1\C(NC(S1)=O)=O